(2S,3R,4R,5S,6R)-2-[4-Chloro-3-(4-cyclopropylmethyl-3,4-dihydro-2H-benzo[1,4]oxazin-6-ylmethyl)-phenyl]-6-hydroxymethyl-tetrahydro-pyran-3,4,5-triol ClC1=C(C=C(C=C1)[C@@H]1O[C@@H]([C@H]([C@@H]([C@H]1O)O)O)CO)CC=1C=CC2=C(N(CCO2)CC2CC2)C1